3-(2,5-dioxopyrrolidin-1-yloxy)propionic acid O=C1N(C(CC1)=O)OCCC(=O)O